dihydromaleate C(=O)(O)\C=C/C(=O)O